FC1(CN(CC1)CC1=CC2=CC=C(C=C2C[C@H]1C)OCCC)C(=O)O 3-fluoro-1-[((3R)-3-methyl-6-propoxy-3,4-dihydronaphthalen-2-yl)methyl]Pyrrolidine-3-carboxylic acid